C(C)OP(=S)(OC1=NC2=CC=CC=C2N=C1)OCC diethoxy-quinoxalin-2-yloxy-sulfanylidene-λ5-phosphane